Cl.N1=C(N=CC=C1)N1CCNCC1 (2-pyrimidinyl)-piperazine hydrochloride